N-(beta-aminoethyl)-3-aminopropyltriethoxysilane NCCNCCC[Si](OCC)(OCC)OCC